(R)-tert-Butyl(1-(3-(5-formylthiophen-2-yl)phenyl)ethyl)carbamate C(C)(C)(C)OC(N[C@H](C)C1=CC(=CC=C1)C=1SC(=CC1)C=O)=O